ClC1=CC(=C(C=C1)C1=NC(=CC=2N=C(N(C(C21)=O)C)C)N2CC(CC2)C=2C=NC=CC2)F 5-(4-chloro-2-fluorophenyl)-2,3-dimethyl-7-(3-(3-pyridinyl)-1-pyrrolidinyl)pyrido[4,3-d]pyrimidin-4(3H)-one